propenoic acid, potassium salt [K+].C(C=C)(=O)[O-]